Benzyl ((S)-2-((tert-butoxycarbonyl)amino)-3,3-dimethylbutanoyl)-L-valinate C(C)(C)(C)OC(=O)N[C@H](C(=O)N[C@@H](C(C)C)C(=O)OCC1=CC=CC=C1)C(C)(C)C